bis(methyl-n-propylcyclopentadienyl)zirconium dichloride [Cl-].[Cl-].CC=1C(C=CC1)(CCC)[Zr+2]C1(C(=CC=C1)C)CCC